2-(3,4-dichlorophenyl)-6-[1-(3,5-dimethoxyphenyl)-2-ethoxy-2-oxo-ethyl]-1-ethyl-4-oxo-pyridine-3-carboxylic acid ethyl ester C(C)OC(=O)C1=C(N(C(=CC1=O)C(C(=O)OCC)C1=CC(=CC(=C1)OC)OC)CC)C1=CC(=C(C=C1)Cl)Cl